BrC1=CC=C2C(=C1)N(C(C21CCOCC1)=O)CC 6-bromo-1-ethyl-2',3',5',6'-tetrahydrospiro[indoline-3,4'-pyran]-2-one